bis(dimethylaminopropyl)amine CN(C)CCCNCCCN(C)C